tert-butyl (6R)-2-(4-chlorophenyl)-3-iodo-6-methyl-6,7-dihydropyrazolo[1,5-a]pyrazine-5(4H)-carboxylate ClC1=CC=C(C=C1)C1=NN2C(CN([C@@H](C2)C)C(=O)OC(C)(C)C)=C1I